BrC=1C=C(C(N2C1C(OCC2)=O)=O)C(=O)NCC2=CC=C(C=C2)Cl 9-bromo-N-(4-chlorobenzyl)-1,6-dioxo-1,3,4,6-tetrahydropyrido[2,1-c][1,4]oxazine-7-carboxamide